(2R)-2-({2-[4-chloro-2-(difluoromethoxy)phenyl][1,2,4]triazolo[1,5-c]quinazolin-5-yl}amino)butanamide ClC1=CC(=C(C=C1)C1=NN2C(=NC=3C=CC=CC3C2=N1)N[C@@H](C(=O)N)CC)OC(F)F